C(C)(C)(C)OC(=O)O[C@@H]1[C@H]([C@H](N(C1)C(=O)OC(C)(C)C)CC1=CC=C(C=C1)OC)OC(CCC1CCOCC1)=O tert-butyl (2R,3S,4S)-4-[(tert-butoxycarbonyl)oxy]-2-[(4-methoxyphenyl)methyl]-3-{[3-(oxan-4-yl)propanoyl]oxy}pyrrolidine-1-carboxylate